7-((1-methylpiperidin-4-yl)amino)-1,1-dioxido-3-(1H-pyrrol-1-yl)benzo[b]thiophen CN1CCC(CC1)NC1=CC=CC2=C1S(C=C2N2C=CC=C2)(=O)=O